C(CCC)[N+]=1N(C(=CC1C)C)C 1-butyl-2,3,5-trimethylpyrazolium